CS(=O)(C)=NC=1C(=CSC1)SCCC 3-((4-((dimethyl(oxo)-λ6-sulfanylidene)amino)thiophen-3-yl)sulfanyl)propane